3-propylhexyl 8-({3-[(tert-butoxycarbonyl)amino]propyl}amino)octanoate C(C)(C)(C)OC(=O)NCCCNCCCCCCCC(=O)OCCC(CCC)CCC